N-(4-ferrocenylbutanoyl)-L-glutamate [C-]1(C=CC=C1)CCCC(=O)N[C@@H](CCC(=O)[O-])C(=O)[O-].[CH-]1C=CC=C1.[Fe+2]